CC1=C(N=CS1)C1CC(C2=CC(=CC=C12)CC(=O)O)=O.CC1=C(N=CS1)C1CC(C2=CC(=CC=C12)CC(=O)O)=O [1-(5-methylthiazol-4-yl)-3-oxo-indan-5-yl]acetate ([1-(5-methylthiazol-4-yl)-3-oxo-indan-5-yl] acetate)